CN1CC2(C1)CCC(CC2)N2N=CC(=C2)N 1-(2-methyl-2-azaspiro[3.5]non-7-yl)-1H-pyrazol-4-amine